FC=1C(C(=C(C(C1F)=C(C#N)C#N)F)F)=C(C#N)C#N (perfluorocyclohexa-2,5-diene-1,4-diylidene)dimalononitril